TRANS-2-tert-butyl 3-methyl 4-[(1H-imidazol-1-yl)carbothioyloxy]-2-azabicyclo[3.1.1]heptane-2,3-dicarboxylate N1(C=NC=C1)C(=S)OC1C(N(C2CC1C2)C(=O)OC(C)(C)C)C(=O)OC